Cl.C(C)OC1=C(OCC2CN(CCO2)C(=O)OC(C(C)C)OC([C@H](N)C(C)C)=O)C=CC=C1 1-((D-valyl)oxy)-2-methylpropyl 2-((2-ethoxyphenoxy)methyl)-morpholine-4-carboxylate HCl salt